CC1(OC2=C(C1)C=CC=C2O)C 2,2-dimethyl-3H-1-benzofuran-7-ol